O=C1N(CC2=CC(=CC=C12)C1OCCCC1)C1C(NC(CC1)=O)=O 3-(1-oxo-5-(tetrahydro-2H-pyran-2-yl)isoindolin-2-yl)piperidine-2,6-dione